4-Chloro-7-[(3S)-3-{4-[7-({4-[4-(2,4-dioxo-1,3-diazinan-1-yl)-1H-indol-1-yl]piperidin-1-yl}methyl)-2-azaspiro[3.5]nonan-2-yl]phenyl}piperidin-1-yl]-1H-indole-3-carbonitrile ClC1=C2C(=CNC2=C(C=C1)N1C[C@@H](CCC1)C1=CC=C(C=C1)N1CC2(C1)CCC(CC2)CN2CCC(CC2)N2C=CC1=C(C=CC=C21)N2C(NC(CC2)=O)=O)C#N